(E)-ethyl-4-(5-bromo-2-fluoro-3-methylphenyl)-4-oxobut-2-enoic acid ethyl ester C(C)OC(\C(=C\C(=O)C1=C(C(=CC(=C1)Br)C)F)\CC)=O